5-((3,5-difluoropyridin-2-yl)((2S,6R)-2,6-dimethylmorpholino)methyl)-2-methylbenzo[d]thiazol-4-ol FC=1C(=NC=C(C1)F)C(C1=CC=C2C(N=C(S2)C)=C1O)N1C[C@@H](O[C@@H](C1)C)C